3-(2-(benzyloxy)-4-propylphenyl)-3-hydroxy-8,8-dimethyl-2,3-dihydropyrano[2,3-f]chromen-4(8H)-one C(C1=CC=CC=C1)OC1=C(C=CC(=C1)CCC)C1(C(C=2C(=C3C=CC(OC3=CC2)(C)C)OC1)=O)O